3-(8-(tert-butoxycarbonyl)-5,6,7,8-tetrahydro-1,8-naphthyridin-2-yl)propanoic acid C(C)(C)(C)OC(=O)N1CCCC=2C=CC(=NC12)CCC(=O)O